4-(4-(4,4,5,5-tetramethyl-1,3,2-dioxaborolan-2-yl)-1H-pyrazol-1-yl)-1-(2,2,2-trifluoroethyl)piperidine CC1(OB(OC1(C)C)C=1C=NN(C1)C1CCN(CC1)CC(F)(F)F)C